allyl 7-((hydroxy (phenoxy) phosphoryl) methyl)-2-naphthoate OP(=O)(OC1=CC=CC=C1)CC1=CC=C2C=CC(=CC2=C1)C(=O)OCC=C